FC=1C=C(OC2=CC=C(C=C2)NC(=O)OCC=2C(=C3C(N(CC3=CC2)C2C(NC(CC2)=O)=O)=O)OCC(=O)OC(C)(C)C)C=CC1F tert-butyl 2-((5-((((4-(3,4-difluorophenoxy)phenyl)carbamoyl)oxy)methyl)-2-(2,6-dioxopiperidin-3-yl)-3-oxoisoindolin-4-yl)oxy)acetate